2,4-bis(trifluoromethyl)-6-iodophenyl (2-chloro-3,4-difluorophenyl)(methyl)carbamate ClC1=C(C=CC(=C1F)F)N(C(OC1=C(C=C(C=C1I)C(F)(F)F)C(F)(F)F)=O)C